CNC(C1=CC(=NC=C1)C=1C(=C2C(=NC1)NC=C2)NC2CC(C2)NS(=O)(=O)CCC)=O N-methyl-2-(4-(((1s,3s)-3-(propylsulfonamido)cyclobutyl)amino)-1H-pyrrolo[2,3-b]pyridin-5-yl)isonicotinamide